2-(1H-benzo[d][1,2,3]triazol-1-yl)-1,1,3,3-tetramethyluronium hexafluorophosphate F[P-](F)(F)(F)(F)F.N1(N=NC2=C1C=CC=C2)OC(=[N+](C)C)N(C)C